CN(C(C[C@H](C(=O)N)NC(CCCCCCC)=O)=O)CCC1=CC=CC=C1 (R)-N4-methyl-2-octanamido-N'-phenethylsuccinamide